C(C)OC(CC=O)=O formylacetic acid ethyl ester